N1C(COCC1)CCCS(=O)(=O)O.OCC[N+](C)(C)C choline 3-morpholinepropanesulfonic acid